BrC1=C(C(=C(C(=C1F)F)F)F)S(=O)(=O)N(CC(=O)OC(C)(C)C)CC1=C(C=CC=C1)Cl tert-butyl N-((2-bromo-3,4,5,6-tetrafluorophenyl)sulfonyl)-N-(2-chloro benzyl)glycinate